OC(COC1=CC(=NC=C1)C=1N=C(C2=C(N1)CCC2(C)C)N(CC(=O)NC(C)C)C)(C)C 2-({2-[4-(2-hydroxy-2-methylpropoxy)pyridin-2-yl]-5,5-dimethyl-5H,6H,7H-cyclopenta[d]pyrimidin-4-yl}(methyl)amino)-N-(propan-2-yl)acetamide